N1=C(C=CC=C1C1=C(C=CC(=C1)C(C)C)C=1C(=C(C=C(C1)F)C12C[C@]3(C[C@](CC(C1)C3)(C2)C)C)[O-])C2=C(C=CC(=C2)C(C)C)C=2C(=C(C=C(C2)F)C23C[C@]1(C[C@](CC(C2)C1)(C3)C)C)[O-].C[Hf+2]C Dimethylhafnium [2',2'''-(pyridine-2,6-diyl)bis(3-((1r,3R,5S,7r)-3,5-dimethyladamantan-1-yl)-5-fluoro-4'-isopropyl-[1,1'-biphenyl]-2-olate)]